O=S1(CCC(=CC1)C1=CC2=C(N=C(N=C2O)C)C(=N1)OC)=O 6-(1,1-dioxo-3,6-dihydro-2H-thiopyran-4-yl)-8-methoxy-2-methyl-pyrido[3,4-d]pyrimidin-4-ol